7-(4-fluorobenzyl)-8-(2-fluorophenyl)-1-(3-hydroxypropyl)-3-methyl-1H-purine-2,6(3H,7H)-dione FC1=CC=C(CN2C(=NC=3N(C(N(C(C23)=O)CCCO)=O)C)C2=C(C=CC=C2)F)C=C1